(S)-2-(tert-Butoxycarbonylamino)-3-(4-methoxy-2-nitrophenoxy)propionic acid C(C)(C)(C)OC(=O)N[C@H](C(=O)O)COC1=C(C=C(C=C1)OC)[N+](=O)[O-]